3-(Trifluoromethoxy)benzyl-amine FC(OC=1C=C(CN)C=CC1)(F)F